N1=CC=C(C=C1)OCCOCCOCCOCCNC(OC(C)(C)C)=O Tert-butyl (2-(2-(2-(2-(pyridin-4-yloxy)ethoxy)ethoxy)ethoxy)ethyl)carbamate